FCC1=NC=CC=N1 2-(fluoromethyl)pyrimidin